CN([C@H](CNC(=O)[C@H]1[C@@](C1)(C1=CC=CC=C1)C)CC=1C=C2C(=NC1)NN=C2)C (1R,2R)-N-((S)-2-(dimethylamino)-3-(1H-pyrazolo[3,4-B]pyridin-5-yl)propyl)-2-methyl-2-phenylcyclopropane-1-carboxamide